(2R,3S)-N-Isopropyl-2-methylpyrrolidin-3-amine C(C)(C)N[C@@H]1[C@H](NCC1)C